ICCCOC1=CC=C(C=C1)C(F)(F)F 1-(3-iodopropoxy)-4-(trifluoromethyl)benzene